C(C=C)OS(=O)(=O)N1C=NCC1 allylimidazolinesulfonate